N-stearyl-stearamide allyl-caproate (Allyl-caproate) C(C=C)C(C(=O)O)CCCC.C(C=C)OC(CCCCC)=O.C(CCCCCCCCCCCCCCCCC)NC(CCCCCCCCCCCCCCCCC)=O